BrCCCCC(=O)OC methyl 5-bromovalerate